L-glycylvaline NCC(=O)N[C@@H](C(C)C)C(=O)O